ClC=1C=C(C=CC1)[C@H](CC(=O)N)NC(=O)C1=CN(C(=C1C1=C(C(=CC=C1F)F)C)C(C1=CC=C(C=C1)CC1CCNCC1)=O)C (3S)-3-(3-chlorophenyl)-3-{[4-(3,6-difluoro-2-methylphenyl)-1-methyl-5-[4-(piperidin-4-ylmethyl)benzoyl]pyrrol-3-yl]formamido}propanamide